C(CCC)C1=NC=2C(=C3C(=NC2N)C=C(S3)C3CCNCC3)N1CC1CCOCC1 2-butyl-7-(hexahydropyridin-4-yl)-1-(3,4,5,6-tetrahydro-2H-pyran-4-ylmethyl)Thiopheno[3,2-b]imidazo[4,5-d]pyridin-4-amine